ClC=1C(N(C(=CC1OC([2H])([2H])C1=NC=C(C=C1F)F)C)C1=CC(=NC=C1C)N1N=C(C(=C1)F)C(C)(C)NC(C)=O)=C=O (S)-N-(2-(1-(3-chloro-4-((3,5-difluoropyridin-2-yl)methoxy-d2)-5',6-dimethyl-2-carbonyl-2H-[1,4'-bipyridin]-2'-yl)-4-fluoro-1H-pyrazol-3-yl)propan-2-yl)acetamide